C(CCC(C)C)[Sn](OC(C)(C)C)(OC(C)(C)C)OC(C)(C)C isohexyltri(t-butoxy)tin